C(C)S(=O)(=O)N1C2CC(CC1CC2)C2=C1C(=NC=C2)NC=C1 4-(8-(ethylsulfonyl)-8-azabicyclo[3.2.1]octan-3-yl)-1H-pyrrolo[2,3-b]pyridin